tert-butyl 4-chloro-3-fluoro-12-oxo-5,13,17-triazatetracyclo[8.7.0.02,7.011,16]heptadeca-1(10),2,4,6,11(16)-pentaene-13-carboxylate ClC=1C(=C2C=3NC=4CCN(C(C4C3CCC2=CN1)=O)C(=O)OC(C)(C)C)F